Chlorophenylene ether ClC1=C2C(=CC=C1)O2